3-[5-[[1-[4-[(3R,5R)-5-[(5-bromo-1-methyl-6-oxo-pyridazin-4-yl)amino]-1-methyl-3-piperidyl]benzoyl]-4-piperidyl]oxy]-2-fluoro-phenyl]piperidine-2,6-dione BrC1=C(C=NN(C1=O)C)N[C@@H]1C[C@@H](CN(C1)C)C1=CC=C(C(=O)N2CCC(CC2)OC=2C=CC(=C(C2)C2C(NC(CC2)=O)=O)F)C=C1